1,1-bis-maleimidotriethylene glycol C1(C=CC(N1C(COCCOCCO)(N1C(C=CC1=O)=O)O)=O)=O